4-Fluoro-6-bromopyrazolo[1,5-a]pyridine-3-carbonitrile FC=1C=2N(C=C(C1)Br)N=CC2C#N